FC(C1=CC=C(C=C1)C1=NN2C(NC=3C=CC=CC3C2=N1)=O)(F)F 2-[4-(Trifluoromethyl)phenyl][1,2,4]triazolo[1,5-c]quinazolin-5(6H)-one